isopropylthiazol C(C)(C)C=1SC=CN1